Cl.S hydrogen sulfide, hydrochloride